N1=CC(=CC=C1)C=1C=C(C=CC1)O 3-(pyridin-3-yl)phenol